Cl.CC1(CCNCC1)C#N 4-methyl-piperidine-4-carbonitrile hydrochloride